ditetradecyl 8,16-diimino-12-(2-(4-((3-oxo-3-(tetradecyloxy)propyl)thio)butanimidamido)ethyl)-4,20-dithia-9,12,15-triazatricosanedioate N=C(CCCSCCC(=O)OCCCCCCCCCCCCCC)NCCN(CCNC(CCCSCCC(=O)OCCCCCCCCCCCCCC)=N)CCNC(CCCSCCC(OCCCCCCCCCCCCCC)=O)=N